3-(4-methanesulfonylphenyl)-6-[4-(1-methylpiperidin-4-yl)phenyl]-1,2-dihydroquinolin-2-one CS(=O)(=O)C1=CC=C(C=C1)C=1C(NC2=CC=C(C=C2C1)C1=CC=C(C=C1)C1CCN(CC1)C)=O